(S)-1-(2-(4-(2-(3,4-dimethoxyphenyl)-3-isopropyl-1H-indol-5-yl)piperidin-1-yl)-2-oxoethyl)-N-(1-(hydroxymethyl)cyclopentyl)piperidine-3-carboxamide COC=1C=C(C=CC1OC)C=1NC2=CC=C(C=C2C1C(C)C)C1CCN(CC1)C(CN1C[C@H](CCC1)C(=O)NC1(CCCC1)CO)=O